COCOC=1C=CC(=NC1[N+](=O)[O-])C1=NC(=CC=C1)C 5-(methoxymethoxy)-6'-methyl-6-nitro-2,2'-bipyridine